(R)-tetrahydrofuran-3-yl (8-amino-7-fluoro-6-((S)-5-hydroxy-4-methyl-6,7-dihydro-5H-cyclopenta[b]pyridin-3-yl)isoquinolin-3-yl)carbamate NC=1C(=C(C=C2C=C(N=CC12)NC(O[C@H]1COCC1)=O)C=1C(=C2C(=NC1)CC[C@@H]2O)C)F